COC(COCC[C@@H]1CC[C@H](N1)C(=O)OC)=O Methyl (2S,5S)-5-(2-(2-methoxy-2-oxoethoxy)ethyl)pyrrolidine-2-carboxylate